N12CCN=C2CCC1 1,4-diazabicyclo(3.3.0)oct-4-ene